C(=O)C1=CC=C(S1)C=1C=C(CNC(OCCCC)=O)C=CC1 Z-Butyl 3-(5-formylthiophen-2-yl)benzylcarbamate